(R)-2-methyl-3-(1-((4-methyl-7-(methylamino)-6-(morpholinomethyl)phthalazin-1-yl)amino)ethyl)benzonitrile CC1=C(C#N)C=CC=C1[C@@H](C)NC1=NN=C(C2=CC(=C(C=C12)NC)CN1CCOCC1)C